OC(C(=O)C1=CC=C(C=C1)CC1=CC=C(C=C1)CC(C)(C)O)(C)C 2-hydroxy-1-(4-(4-(2-hydroxy-2-methylpropyl)benzyl)phenyl)-2-methylpropan-1-one